FC1=CC=C(C=C1)C1COC2=CC(=CC=C2C1=O)OCC(NCCOCCOCCC(NCCCC(O)(P(O)(O)=O)P(O)(O)=O)=O)=O (1-((3-(4-fluorophenyl)-4-oxochroman-7-yl)oxy)-17-hydroxy-2,12-dioxo-6,9-dioxa-3,13-diazaheptadecane-17,17-diyl)bis(phosphonic acid)